tert-butyl 4-((5-chloro-4-(1-((2-(trimethylsilyl)ethoxy)methyl)-1H-indazol-4-yl)pyridin-2-yl)amino)piperidine-1-carboxylate ClC=1C(=CC(=NC1)NC1CCN(CC1)C(=O)OC(C)(C)C)C1=C2C=NN(C2=CC=C1)COCC[Si](C)(C)C